ClC1=C(C(N(C(N1CC#CC1=CC(=CC=C1)O)=O)C)=O)NC(C1=CC=CC=C1)=O N-(6-chloro-1-(3-(3-hydroxyphenyl)prop-2-yn-1-yl)-3-methyl-2,4-dioxo-1,2,3,4-tetrahydropyrimidin-5-yl)benzamide